2-[3-chloro-5-oxo-8-(trifluoromethyl)pyrazolo[1,5-a]pyrido[3,2-e]pyrimidin-4(5H)-yl]-N-(5-fluoropyridin-2-yl)acetamide ClC=1C=NN2C1N(C(C1=C2N=C(C=C1)C(F)(F)F)=O)CC(=O)NC1=NC=C(C=C1)F